FCN1C(C(=CC=C1)[N+](=O)[O-])=O 1-(fluoromethyl)-3-nitropyridin-2(1H)-one